9-(4-(4-(2-hydroxyethyl)-1H-1,2,3-triazol-1-yl)benzyl)-2-(2-isopropylphenyl)-7,9-dihydro-8H-purin-8-one OCCC=1N=NN(C1)C1=CC=C(CN2C3=NC(=NC=C3NC2=O)C2=C(C=CC=C2)C(C)C)C=C1